FC=1C(=NC(=NC1)NC1CC(CCC1)C(=O)N)C1=CC(=CC=C1)N1C(C=CC=C1)=O 3-[[5-fluoro-4-[3-(2-oxo-1-pyridyl)phenyl]pyrimidin-2-yl]amino]cyclohexanecarboxamide